C(=C)C1=CC=C(C=C1)CCC1=CC=C(C=C1)CCC1=CC(=CC=C1)C=C 1-(p-vinylphenylethyl)-4-(m-vinylphenylethyl)benzene